perfluorotrimethylene diisocyanate FC(C(C(F)(F)N=C=O)(F)F)(F)N=C=O